2-(1-((1,3-dioxoisoindolin-2-yl)methyl)cyclopropyl)acetonitrile O=C1N(C(C2=CC=CC=C12)=O)CC1(CC1)CC#N